C1(CCC1)OC=1C=CC(=C(C1)N1CC2=CC=C(C=C2CC1)C1C(C1)C(=O)N1C(OC[C@@H]1C(C)C)=O)F (S)-3-(2-(2-(5-cyclobutoxy-2-fluorophenyl)-1,2,3,4-tetrahydroisoquinolin-6-yl)cyclopropanecarbonyl)-4-isopropyloxazolidin-2-one